OCC(CO)(C)C 1,3-dihydroxy-2,2-dimethylpropane